BrC=1C=C(C2=C(N=CN2)C1)COC[C@@H](C)NC(OC(C)(C)C)=O tert-butyl N-[(2R)-1-[(6-bromo-3H-1,3-benzodiazol-4-yl)methoxy]propan-2-yl]carbamate